Cl.FC=1C=CC(=C(C1)C1=CC(=C(N1C)C)C(=O)N(C1=CC=NC=C1)C1=CC=C(C=C1)O)C(=O)N1CC2=CC=CC=C2C[C@H]1CN1CCOCC1 5-(5-fluoro-2-{[(3S)-3-(morpholin-4-ylmethyl)-3,4-dihydroisoquinolin-2(1H)-yl]carbonyl}phenyl)-N-(4-hydroxyphenyl)-1,2-dimethyl-N-(pyridin-4-yl)-1H-pyrrole-3-carboxamide hydrochloride